NC1=NC=CC(=C1)C1=CNC=2N=CN=C(C21)NCC2=NC(=CC=C2)N2C[C@@H](N([C@@H](C2)C)C)C 5-(2-aminopyridin-4-yl)-N-((6-((3S,5R)-3,4,5-trimethylpiperazin-1-yl)pyridin-2-yl)methyl)-7H-pyrrolo[2,3-d]pyrimidin-4-amine